di(m-trifluoromethylphenyl)methylene(cyclopentadienyl)(2,7-di-t-butylfluorenyl)zirconium dichloride [Cl-].[Cl-].FC(C=1C=C(C=CC1)C(=[Zr+2](C1=C(C=CC=2C3=CC=C(C=C3CC12)C(C)(C)C)C(C)(C)C)C1C=CC=C1)C1=CC(=CC=C1)C(F)(F)F)(F)F